2-naphtholate gallium [Ga+3].C1=C(C=CC2=CC=CC=C12)[O-].C1=C(C=CC2=CC=CC=C12)[O-].C1=C(C=CC2=CC=CC=C12)[O-]